1-[4-[[3-[4-(difluoromethoxy)phenyl]imidazo[1,2-a]pyrazin-8-yl]amino]-2-methylbenzoyl]-N-(2,3-dihydroxypropyl)-N-methylpiperidine-4-carboxamide FC(OC1=CC=C(C=C1)C1=CN=C2N1C=CN=C2NC2=CC(=C(C(=O)N1CCC(CC1)C(=O)N(C)CC(CO)O)C=C2)C)F